methyl-O-(2-cyclohexylethyl)-N-(((4-nitrobenzyl)oxy)carbonyl)-L-threonine CN([C@@H]([C@H](OCCC1CCCCC1)C)C(=O)O)C(=O)OCC1=CC=C(C=C1)[N+](=O)[O-]